3-[[(3R,4R)-4-[4-Chloro-2-(5-fluoro-2-pyridyl)-1H-imidazol-5-yl]-3-methyl-1-piperidyl]sulfonyl]-1-[(3R)-3-methoxypyrrolidin-1-yl]propan-1-one ClC=1N=C(NC1[C@H]1[C@H](CN(CC1)S(=O)(=O)CCC(=O)N1C[C@@H](CC1)OC)C)C1=NC=C(C=C1)F